2-[(2,2-difluoroethyl)amino]-5-[5-(1-oxo-1,2,3,4-tetrahydroisoquinolin-7-yl)-1,3,4-oxadiazol-2-yl]benzonitrile FC(CNC1=C(C#N)C=C(C=C1)C=1OC(=NN1)C1=CC=C2CCNC(C2=C1)=O)F